CC(C)(COP(=O)([O-])OP(=O)([O-])OC[C@@H]1[C@H]([C@H]([C@@H](O1)N2C=NC3=C(N=CN=C32)N)O)OP(=O)([O-])[O-])[C@H](C(=O)NCCC(=O)NCCSC(=O)CCCC(=O)[O-])O The molecule is an acyl-CoA oxoanion that is the pentaanion of glutaryl-CoA arising from deprotonation of phosphate, diphosphate and carboxylic acid functions. It has a role as a human metabolite. It is a conjugate base of a glutaryl-CoA.